tetrazine-d4 N1(N(N(N(C=C1)[2H])[2H])[2H])[2H]